(R)-2-((1-(2-cyano-7-methyl-3-(4-methyl-3-oxopiperazin-1-yl)quinoxalin-5-yl)ethyl)amino)benzoic acid C(#N)C1=NC2=CC(=CC(=C2N=C1N1CC(N(CC1)C)=O)[C@@H](C)NC1=C(C(=O)O)C=CC=C1)C